3-Chlorophenyl-5-phenyl-1,2,4-triazin-3-amine ClC=1C=C(C=CC1)C1=C(N=C(N=N1)N)C1=CC=CC=C1